NCCN(CCN1C(N(CC1)CCN(CC#N)CC#N)=O)CCNCC#N 2,2'-((2-(3-(2-((2-aminoethyl)(2-((cyanomethyl)amino)eth-yl)amino)ethyl)-2-oxoimidazolidin-1-yl)ethyl)azanediyl)diacetonitrile